C(OC[C@@H]1O[C@@H](CS1)N1C(N=C(C(=C1)F)N)=O)(OCCOCCOCCOC(OC[C@@H]1O[C@@H](CS1)N1C(N=C(C(=C1)F)N)=O)=O)=O bis(((2R,5S)-5-(4-amino-5-fluoro-2-oxopyrimidin-1(2H)-yl)-1,3-oxathiolan-2-yl)methyl) ((ethane-1,2-diylbis(oxy))bis(ethane-2,1-diyl)) bis(carbonate)